COC=1C=C(C=CC1OC)CCNC(=O)C1=C(OC=2N=CN=C(C21)NC2(CC2)C)C N-[2-(3,4-dimethoxyphenyl)ethyl]-6-methyl-4-[(1-methylcyclopropyl)amino]furo[2,3-d]pyrimidine-5-carboxamide